ClC=1C(=CC2=C(C=3N([C@H](CO2)C(C)C)C=C(C(C3)=O)C(=O)O)C1)OCCOC (S)-2-chloro-7-isopropyl-3-(2-methoxyethoxy)-11-oxo-6,7-dihydro-11H-benzo[f]pyrido[1,2-d][1,4]oxazepine-10-carboxylic acid